2-[[[4-[(4-fluorophenyl)methoxy]-1-methyl-indol-6-yl]methylamino]methyl]prop-2-enoic acid FC1=CC=C(C=C1)COC1=C2C=CN(C2=CC(=C1)CNCC(C(=O)O)=C)C